(3s,5s)-5-amino-1-(7-(8-ethynyl-7-fluoro-3-hydroxynaphthalen-1-yl)-8-fluoro-2-(((2r,7as)-2-fluorohexahydro-1H-pyrrolizin-7a-yl)methoxy)pyrido[4,3-d]pyrimidin-4-yl)piperidin-3-ol N[C@H]1C[C@@H](CN(C1)C=1C2=C(N=C(N1)OC[C@]13CCCN3C[C@@H](C1)F)C(=C(N=C2)C2=CC(=CC1=CC=C(C(=C21)C#C)F)O)F)O